6-(cyclopropanecarboxamido)-4-((3-methoxy-4-(1-methyl-1H-1,2,4-triazol-3-yl)pyridin-2-yl)amino)-N-(methyl-d3)pyridazin-3-carboxamide C1(CC1)C(=O)NC1=CC(=C(N=N1)C(=O)NC([2H])([2H])[2H])NC1=NC=CC(=C1OC)C1=NN(C=N1)C